tert-butyl (3S,5S)-3-((6-(4-amino-2-fluorophenyl)-8-ethylquinazolin-2-yl) amino)-5-fluoropiperidine-1-carboxylate NC1=CC(=C(C=C1)C=1C=C2C=NC(=NC2=C(C1)CC)N[C@@H]1CN(C[C@H](C1)F)C(=O)OC(C)(C)C)F